N(=C=O)CCCCCCCCC=CCC=CCCCCC 18-isocyanatooctadec-6,9-diene